NC1=NN2C(C=C(C=C2)C=2C=C(C(=NC2)OC)NC(=O)N2OCC[C@H]2C2=CC=CC=C2)=N1 (S)-N-(5-(2-amino-[1,2,4]triazolo[1,5-a]pyridin-7-yl)-2-methoxypyridin-3-yl)-3-phenylisoxazolidine-2-carboxamide